((S)-9-ethyl-5-fluoro-7,10,13-tricarbonyl-2,3,7,9,10,12,13,15-octahydro 1H-pyrano[3',4':6,7]indolizino[2,1-b]pyrido[3,2,1-ij]quinolin-9-yl)-2-hydroxyacetate C(C)[C@]1(C(OCC=2C(N3CC=4N5C6=C(C=C(C=C6C(C4C3=CC21)=C=O)F)CCC5)=C=O)=C=O)OC(CO)=O